1-(2-(6-((2R,6S)-2,6-dimethylmorpholino)pyridin-2-yl)-1,6-naphthyridin-7-yl)-2-methoxyethan-1-amine C[C@H]1O[C@H](CN(C1)C1=CC=CC(=N1)C1=NC2=CC(=NC=C2C=C1)C(COC)N)C